BrCC(CC)OC1=NOC(=C1)C(C(=O)N1[C@@H](C[C@H](C1)O[Si](C)(C)C(C)(C)C)C(=O)N[C@@H](C)C1=CC=C(C=C1)C1=C(N=CS1)C)C(C)C (2S,4R)-1-(2-(3-((1-bromobutan-2-yl)oxy)isoxazol-5-yl)-3-methylbutanoyl)-4-((tert-butyldimethylsilyl)oxy)-N-((S)-1-(4-(4-methylthiazol-5-yl)phenyl)ethyl)pyrrolidine-2-carboxamide